N-(1-(3-chloro-phenyl)-2-hydroxyethyl)-1-(5-methyl-2-(phenyl-amino)pyridin-4-yl)-1H-imidazole-4-carboxamide ClC=1C=C(C=CC1)C(CO)NC(=O)C=1N=CN(C1)C1=CC(=NC=C1C)NC1=CC=CC=C1